BrC=1C=C(C=CC1O)C\C(\C(=O)NC1CC(C(C1)[SeH])[SeH])=N/O (E)-3-(3-bromo-4-hydroxyphenyl)-N-(1,2-diselenylcyclopentan-4-yl)-2-(hydroxyimino)propionamide